CC=1N(N=C2[C@H](CCCC12)C)CC(=O)O 2-[(7S)-3,7-Dimethyl-4,5,6,7-tetrahydroindazol-2-yl]acetic acid